C1=CC=C(C=C1)C[C@@H](C(=O)O)NC=O The molecule is an N-acyl-L-phenylalanine that is L-phenylalanine in which one of the hydrogens of the amino group has been replaced by a formyl group. It is a conjugate acid of a N-formyl-L-phenylalaninate.